C(C)(C)(C)OC(=O)N1CCN(CC1)C1=CC=C(C=C1)C=1C=C(C2=CN(N=C2C1Cl)[C@@H](C(NC=1SC=CN1)=O)C1=C2N(C=N1)CCC2)Cl |r| 4-[4-[4,7-dichloro-2-[(1RS)-1-(6,7-dihydro-5H-pyrrolo[1,2-c]imidazol-1-yl)-2-oxo-2-(thiazol-2-ylamino)ethyl]indazol-6-yl]phenyl]piperazine-1-carboxylic acid tert-butyl ester